NC=1N=NC(=CC1C1=NN(C=C1)C1CCN(CC1)C(=O)OC(C)(C)C)C1=C(C=CC=C1)O tert-butyl 4-[3-[3-amino-6-(2-hydroxyphenyl)pyridazin-4-yl]pyrazol-1-yl]piperidine-1-carboxylate